2-(3-(3-(3,3-dimethylpiperidin-1-carbonyl)-1H-pyrazol-5-yl)phenyl)-N-(pentan-3-yl)oxazole-5-carboxamide CC1(CN(CCC1)C(=O)C1=NNC(=C1)C=1C=C(C=CC1)C=1OC(=CN1)C(=O)NC(CC)CC)C